(R)-N-(5-(5-(difluoromethyl)-1,2,4-oxadiazol-3-yl)-2,3-dihydro-1H-inden-1-yl)-1-(2-hydroxyethyl)-3-methyl-1H-pyrazole-4-carboxamide FC(C1=NC(=NO1)C=1C=C2CC[C@H](C2=CC1)NC(=O)C=1C(=NN(C1)CCO)C)F